C(C)OC(C=C)=O.C(C)NS(=O)(=O)C(C(C(C(C(C(C(C(F)(F)F)(F)F)(F)F)(F)F)(F)F)(F)F)(F)F)(F)F N-Ethyl-perfluorooctylsulfonamide ethyl-acrylate